BrC=1C=C(C(=NC1)OCCCN(C)C)NS(=O)(=O)C=1C=NC=CC1 N-(5-Bromo-2-(3-(dimethylamino)propoxy)pyridin-3-yl)pyridine-3-sulfonamide